(1R,2S,5S)-3-[(2S)-3-cyclopropyl-2-[(3,3-difluorocyclobutanecarbonyl)amino]propanoyl]-6,6-dimethyl-3-azabicyclo[3.1.0]hexane-2-carboxylic acid C1(CC1)C[C@@H](C(=O)N1[C@@H]([C@H]2C([C@H]2C1)(C)C)C(=O)O)NC(=O)C1CC(C1)(F)F